N1(CCNCC1)C(C(=O)OCC(COC(C(C)N1CCNCC1)=O)(COC(C(C)N1CCNCC1)=O)COC(C(C)N1CCNCC1)=O)C pentaerythritol tetra(2-piperazinylpropionate)